theobromine phosphate P(=O)(O)(O)O.N1C(=O)N(C)C=2N=CN(C)C2C1=O